NC1=C(C(=NN1C1=CC(=CC=C1)C(F)(F)F)C1=CC=C(C=C1)Br)C#N 5-Amino-3-(4-bromophenyl)-1-[3-(trifluoromethyl)phenyl]pyrazole-4-carbonitrile